cyano-4-[3-(cyclopentyloxy)-4-methoxyphenyl]Cyclohexane-1-carboxylic acid C(#N)C1(CCC(CC1)C1=CC(=C(C=C1)OC)OC1CCCC1)C(=O)O